C1(CC1)C=1C=C2[C@@]3(CN(C(C2=CC1)=O)CC(=O)OC)[C@@H](C3)F methyl 2-((1S,2R)-6'-cyclopropyl-2-fluoro-1'-oxo-1'H-spiro[cyclopropane-1,4'-isoquinolin]-2'(3'H)-yl)acetate